C1(CC1)C=1C=C(C(=NC1)OCC(C(=O)NC1CCN(CC1)C)(C)C)C 3-((5-cyclopropyl-3-methylpyridin-2-yl)oxy)-2,2-dimethyl-N-(1-methylpiperidin-4-yl)propanamide